7-amino-6-(2-chloro-3-hydroxy-6-methylphenyl)-4-methylfuro[2,3-d]pyrrolo[2,3-b]pyridine-8-carboxamide NC1=C(C=2C(=NC(=C3C2OC=C3)C)N1C1=C(C(=CC=C1C)O)Cl)C(=O)N